Diisobutyl-aluminum hypophosphite [PH2](=O)[O-].C(C(C)C)[Al+]CC(C)C